N1=CC=CC2=CC=CC(=C12)NC(C(C=C)C)=O N-(8-quinolyl)-2-methyl-3-butenamide